tin bromide [Sn](Br)(Br)(Br)Br